N-(2-((4-(2-((3-(1H-Imidazol-1-yl)benzyl)((1-methyl-1H-indazol-5-yl)methyl)amino)ethyl)phenyl)carbamoyl)-4,5-dimethoxyphenyl)-4-oxo-4H-chromene-3-carboxamide N1(C=NC=C1)C=1C=C(CN(CCC2=CC=C(C=C2)NC(=O)C2=C(C=C(C(=C2)OC)OC)NC(=O)C2=COC3=CC=CC=C3C2=O)CC=2C=C3C=NN(C3=CC2)C)C=CC1